1-bromo-2-(3-methyl-2-methylenebutyl)benzene BrC1=C(C=CC=C1)CC(C(C)C)=C